CC1=CC=CC2=C1N=NN(C2=O)C2=CC=CC=C2 8-methyl-3-phenylbenzo[d][1,2,3]triazin-4(3H)-one